trans-N-(3-(1-Cyclopropyl-1H-pyrazol-4-yl)phenyl)-4-hydroxy-N-((trans-4-(4-methoxy-3-methylphenyl)cyclohexyl)methyl)-cyclohexanecarboxamide C1(CC1)N1N=CC(=C1)C=1C=C(C=CC1)N(C(=O)[C@@H]1CC[C@H](CC1)O)C[C@@H]1CC[C@H](CC1)C1=CC(=C(C=C1)OC)C